N-(3-(4-acetylpiperazin-1-yl)phenyl)-3-cyclopropyl-5-(isoindolin-2-yl)-7-(1H-pyrazol-4-yl)pyrazolo[1,5-a]pyrimidine-2-carboxamide C(C)(=O)N1CCN(CC1)C=1C=C(C=CC1)NC(=O)C1=NN2C(N=C(C=C2C=2C=NNC2)N2CC3=CC=CC=C3C2)=C1C1CC1